2-(((1R)-1-(3,7-dimethyl-2-(2-methyl-4-phenylpiperazin-1-yl)-4-oxo-4H-pyrido[1,2-a]pyrimidin-9-yl)ethyl)amino)benzoic acid CC1=C(N=C2N(C1=O)C=C(C=C2[C@@H](C)NC2=C(C(=O)O)C=CC=C2)C)N2C(CN(CC2)C2=CC=CC=C2)C